ClC1=C(C=C(OCC(=O)NC23CC(C2)(C3)NC3=C2C(=NC=N3)N(N=C2C)C)C=C1)F 2-(4-chloro-3-fluorophenoxy)-N-{3-[(1,3-dimethyl-1H-pyrazolo[3,4-d]pyrimidin-4-yl)amino]bicyclo[1.1.1]pentan-1-yl}acetamide